CN1N=CC(=C1)C=1C=CC=2N(C1)N=CC2N2CCN(CC2)C2=NC=C(C=N2)C(O)C2=CC=CC=C2 (2-{4-[6-(1-Methyl-1H-pyrazol-4-yl)pyrazolo[1,5-a]pyridin-3-yl]piperazin-1-yl}pyrimidin-5-yl)(phenyl)methanol